ClC1=NC=C(C(=C1)C1=C(N=NC(=C1)C)C(=O)NC=1SC(=NN1)OC)OC 4-(2-chloro-5-methoxypyridin-4-yl)-N-(5-methoxy-1,3,4-thiadiazol-2-yl)-6-methylpyridazine-3-carboxamide